4-[4-[[5-(4-fluorophenyl)-1-methyl-4-oxo-pyridine-3-carbonyl]amino]phenoxy]-N-(1-methyl-4-piperidyl)-1,7-naphthyridine-6-carboxamide FC1=CC=C(C=C1)C=1C(C(=CN(C1)C)C(=O)NC1=CC=C(OC2=CC=NC3=CN=C(C=C23)C(=O)NC2CCN(CC2)C)C=C1)=O